C1(CC1)C=1C=C(C=NC1)C1=NN2C(N=CC=C2)=C1C(=O)O 2-(5-Cyclopropyl-pyridin-3-yl)pyrazolo[1,5-a]pyrimidine-3-carboxylic acid